5-bromo-2-cyano-7-methyl-1-oxo-2,3-dihydro-1H-indene-2-carboxylic acid ethyl ester C(C)OC(=O)C1(C(C2=C(C=C(C=C2C1)Br)C)=O)C#N